ClC1=CC(=C(C(=O)OC)C=C1F)NC1=C(C=C(C=C1)F)C(C)NCCC1=NC(=CC=C1[N+](=O)[O-])OC methyl 4-chloro-5-fluoro-2-((4-fluoro-2-(1-((2-(6-methoxy-3-nitropyridin-2-yl) ethyl)-amino) ethyl) phenyl) amino)-benzoate